N-[(2S)-2-(6-chloro-4-methoxypyridin-2-yl)-2-(1-methylpyrazol-4-yl)propyl]-5-(2,4-difluorophenyl)isoxazole-3-carboxamide ClC1=CC(=CC(=N1)[C@@](CNC(=O)C1=NOC(=C1)C1=C(C=C(C=C1)F)F)(C)C=1C=NN(C1)C)OC